(5-chloro-2-propoxybenzyl)amino-N-propyl-1,1-biphenyl-4-carboxamide ClC=1C=CC(=C(CNC2=C(C=CC(=C2)C(=O)NCCC)C2=CC=CC=C2)C1)OCCC